C1N(CCC2=CC=CC=C12)CCN 2-(3,4-dihydroisoquinolin-2(1H)-yl)ethylamine